ClC=1C=C(C=CC1)[C@H]1[C@@H](C1)C(=O)NC1=NC=NC(=C1)NCC=1N=C2N(C=C(C=C2N2C(COCC2)=O)C2CC2)C1 (1R,2R)-2-(3-chlorophenyl)-N-(6-(((6-cyclopropyl-8-(3-oxomorpholino)imidazo[1,2-a]pyridin-2-yl)methyl)amino)pyrimidin-4-yl)cyclopropane-1-carboxamide